C(=O)C1=CC=2C=NC(=CC2N1COCC[Si](C)(C)C)NC(=O)C=1C=C2C=CN(C2=CC1)C N-(2-formyl-1-[[2-(trimethylsilyl)ethoxy]methyl]pyrrolo[3,2-c]pyridin-6-yl)-1-methylindole-5-carboxamide